C(CCC)OC(OCCCC)OCCCC.FC(C1=CC=C(C=C1)N=C1SC=C(N1)C1=C(C=C(C=C1)Cl)Cl)(F)F 2-(4-trifluoromethylphenyl-imino)-4-(2,4-dichlorophenyl)thiazole tri-n-butyl-orthoformate